L-alanine neopentyl ester hydrochloride Cl.C(C(C)(C)C)OC([C@@H](N)C)=O